FC1=C(C=C(C=C1)C=1C=C2C(=NC1)N(C(N2C[C@@H](CCOC)O)=O)C)C |r| (R/S)-6-(4-Fluoro-3-methylphenyl)-1-(2-hydroxy-4-methoxybutyl)-3-methylimidazo[4,5-b]pyridin-2-on